Tri-p-tolyl phosphite P(OC1=CC=C(C=C1)C)(OC1=CC=C(C=C1)C)OC1=CC=C(C=C1)C